C(CCCCCCC\C=C/C[C@H](O)CCCCCC)(=O)[O-].C(CCCCCCC\C=C/C[C@H](O)CCCCCC)(=O)[O-].C(CCCCCCCCCCC)[Sn+2]CCCCCCCCCCCC didodecyltin diricinoleate